cyclononadecene C1=CCCCCCCCCCCCCCCCCC1